(2S,4R)-N-[[(2S,3R)-1-cyclopropyl-2-(3-methylimidazol-4-yl)-3-piperidyl]methyl]-1-[(2S)-2-(4-cyclopropyltriazol-1-yl)-3,3-dimethyl-butanoyl]-4-hydroxy-pyrrolidine-2-carboxamide C1(CC1)N1[C@@H]([C@H](CCC1)CNC(=O)[C@H]1N(C[C@@H](C1)O)C([C@H](C(C)(C)C)N1N=NC(=C1)C1CC1)=O)C=1N(C=NC1)C